CN(C[C@@H](C(=O)NC1=CC=2C(=CN=CC2)S1)C1=CC=C(C=C1)C)C (S)-3-(dimethylamino)-N-(thieno[2,3-c]pyridin-2-yl)-2-(p-tolyl)propanamide